7-(1-methylpyrazol-3-yl)-N-[1-(6-methylpyridazin-3-yl)ethyl]-4-tetrahydropyran-4-yl-phthalazin-1-amine CN1N=C(C=C1)C1=CC=C2C(=NN=C(C2=C1)NC(C)C=1N=NC(=CC1)C)C1CCOCC1